F[C@H]1[C@H]2C[C@@H](C[C@@H](C[C@@H]1C(=C)C=1N=CC(=NC1)C1=C(C=C(C=C1)N1C=NC=C1)O)N2)C 2-(5-(1-((1R,2R,3R,5S,7R)-2-fluoro-7-methyl-9-azabicyclo[3.3.1]nonan-3-yl)vinyl)pyrazin-2-yl)-5-(1H-imidazol-1-yl)phenol